C1(=CC=CC=C1)C1=NC(=C(N=C1C1=CC=CC=C1)C1=CC=CC=C1)C1=CC=CC=C1 2,3,5,6-Tetraphenylpyrazin